1-[(3R)-3-({[(7S)-4,7-Difluoro-7-(1-methylethyl)-5,6,7,8-tetrahydroacridin-2-yl]carbonyl}amino)-3-(6-pyridazin-4-ylpyridin-3-yl)propyl]-4-hydroxypiperidin FC1=CC(=CC2=CC=3C[C@@](CCC3N=C12)(C(C)C)F)C(=O)N[C@H](CCN1CCC(CC1)O)C=1C=NC(=CC1)C1=CN=NC=C1